CN1C(N(C2=C1C=C(C=C2)C#CCOC2CCNCC2)C2C(NC(CC2)=O)=O)=O 3-(3-methyl-2-oxo-5-(3-(piperidin-4-yloxy)prop-1-yn-1-yl)-2,3-dihydro-1H-benzo[d]Imidazol-1-yl)piperidine-2,6-dione